3-(1-bromo-8-chloro-6-methylimidazo[1,5-a]pyrazin-3-yl)-1-methylcyclobutanol BrC=1N=C(N2C1C(=NC(=C2)C)Cl)C2CC(C2)(O)C